4-(((5-(5-((1R,5S,6r)-6-(1H-1,2,3-triazol-5-yl)-3-azabicyclo[3.1.0]hexan-3-yl)-1,3,4-oxadiazol-2-yl)pyrimidin-2-yl)amino)methyl)benzonitrile N1N=NC=C1C1[C@H]2CN(C[C@@H]12)C1=NN=C(O1)C=1C=NC(=NC1)NCC1=CC=C(C#N)C=C1